2,4-dichloro-5-(hydroxymethyl)benzene ClC1=CC=C(C(=C1)Cl)CO